C(\C=C\C(=O)O)(=O)O.C(C)N(C(C1=C(C=CC(=C1)F)OC1=C(N=CN=N1)N1CC2(CN(C2)C(CCN(C)CCO)C(C)C)CC1)=O)C(C)C N-ethyl-5-fluoro-2-((5-(2-(1-((2-hydroxyethyl)(methyl)amino)-4-methylpentan-3-yl)-2,6-diazaspiro[3.4]octan-6-yl)-1,2,4-triazin-6-yl)oxy)-N-isopropylbenzamide fumarate